2-(2-cyclohexylethoxycarbonylamino)-4-[cyclopropyl-[4-(5,6,7,8-tetrahydro-1,8-naphthyridin-2-yl)butyl]amino]butanoic acid C1(CCCCC1)CCOC(=O)NC(C(=O)O)CCN(CCCCC1=NC=2NCCCC2C=C1)C1CC1